(R)-1-(4-((4-methoxybenzyl)amino)pyrimidin-2-yl)pyrrolidin-3-ol COC1=CC=C(CNC2=NC(=NC=C2)N2C[C@@H](CC2)O)C=C1